5-[4-(2,6-dichloro-benzenesulfonyl)-piperazin-1-yl]-4-methyl-benzofuran-2-carboxylic acid ClC1=C(C(=CC=C1)Cl)S(=O)(=O)N1CCN(CC1)C=1C=CC2=C(C=C(O2)C(=O)O)C1C